4-chloro-6,7-dimethoxy-quinolin-3-amine ClC1=C(C=NC2=CC(=C(C=C12)OC)OC)N